1-(2-amino-6-methoxyphenyl)-1-ethanone NC1=C(C(=CC=C1)OC)C(C)=O